4-(((1-(1-(1-(5-iodopyridin-2-yl)piperidine-4-carbonyl)piperidin-4-yl)-1H-pyrazol-4-yl)methyl)amino)-2-(2,6-dioxopiperidin-3-yl)isoindoline-1,3-dione IC=1C=CC(=NC1)N1CCC(CC1)C(=O)N1CCC(CC1)N1N=CC(=C1)CNC1=C2C(N(C(C2=CC=C1)=O)C1C(NC(CC1)=O)=O)=O